ethyl 2-methyl-5-(tosyloxy)benzofuran-3-carboxylate CC=1OC2=C(C1C(=O)OCC)C=C(C=C2)OS(=O)(=O)C2=CC=C(C)C=C2